methyl (3S)-1-[(2S)-2-[(tert-butoxycarbonyl)amino]-3-[3-[3-(3-hydroxy-2,2-dimethylpropyl)-2-iodo-1H-indol-5-yl]-5-[(triisopropylsilyl)oxy]phenyl]propanoyl]-1,2-diazinane-3-carboxylate C(C)(C)(C)OC(=O)N[C@H](C(=O)N1N[C@@H](CCC1)C(=O)OC)CC1=CC(=CC(=C1)O[Si](C(C)C)(C(C)C)C(C)C)C=1C=C2C(=C(NC2=CC1)I)CC(CO)(C)C